9,10-di(beta-naphthyl)Anthracene C1=C(C=CC2=CC=CC=C12)C=1C2=CC=CC=C2C(=C2C=CC=CC12)C1=CC2=CC=CC=C2C=C1